BrC1=C(C(=C(C=C1)N1C(=CC=C1C)C)F)Cl 1-(4-bromo-3-chloro-2-fluoro-phenyl)-2,5-dimethyl-pyrrole